tert-Butyl ((S)-3-hydroxy-1-(2-((4-(3-((2-((S)-1-hydroxyethyl)-1H-imidazol-1-yl)methyl)isoxazol-5-yl)phenyl)ethynyl)-7-azaspiro[3.5]nonan-7-yl)-1-oxopropan-2-yl)carbamate OC[C@@H](C(=O)N1CCC2(CC(C2)C#CC2=CC=C(C=C2)C2=CC(=NO2)CN2C(=NC=C2)[C@H](C)O)CC1)NC(OC(C)(C)C)=O